1,4a-Dimethyl-7-propan-2-yl-2,3,4,9,10,10a-hexahydrophenanthrene-1-carboxamide CC1(CCCC2(C3=CC=C(C=C3CCC12)C(C)C)C)C(=O)N